6-chloro-3,4-dimethylpyridazine ClC1=CC(=C(N=N1)C)C